ClC1=CC=C(OC2=NC(=CC(=C2)NC(C=C)=O)C)C=C1 N-{2-(4-chlorophenoxy)-6-methylpyridin-4-yl}acrylamide